3-[4-[4-[2-(4-azidocyclohexyl)ethyl]piperazin-1-yl]phenyl]piperidine-2,6-dione N(=[N+]=[N-])C1CCC(CC1)CCN1CCN(CC1)C1=CC=C(C=C1)C1C(NC(CC1)=O)=O